methyl ((E)-amino(5-((R)-1-((2S,4R)-1-((9,9-difluoro-9H-fluorene-3-carbonyl)glycyl)-4-fluoro-4-(methoxymethyl)pyrrolidine-2-carboxamido) ethyl)thiophen-3-yl)methylene)carbamate N\C(\C1=CSC(=C1)[C@@H](C)NC(=O)[C@H]1N(C[C@](C1)(COC)F)C(CNC(=O)C=1C=CC=2C(C3=CC=CC=C3C2C1)(F)F)=O)=N\C(OC)=O